CO[Si](OC)(OC)CCCN trimethoxysilylpropylAmine